C[C@@H]1CN(CCN1C=1C=NC(=CC1)[N+](=O)[O-])C(=O)OC(C)(C)C (R)-tert-Butyl 3-Methyl-4-(6-nitropyridin-3-yl)piperazine-1-carboxylate